COC1=C(C(=O)C2=CC=C(C=C2)CC(=O)O)C=CC(=C1)OC [4-(2,4-Dimethoxy-Benzoyl)-Phenyl]-Acetic Acid